2-((1S,2S)-2-(3,4-difluorophenyl)cyclopropyl)-4,4,5,5-tetramethyl-1,3,2-dioxaborolane FC=1C=C(C=CC1F)[C@@H]1[C@H](C1)B1OC(C(O1)(C)C)(C)C